ClC1=CC=C([C@@H](N)CCO)C=C1 (S)-p-chloro-BETA-phenylalaninol